C12C(CC(CC1)C2)NC(=S)NCCSCC=2OC=CC2 1-{bicyclo[2.2.1]heptan-2-yl}-3-(2-{[(furan-2-yl)methyl]sulfanyl}ethyl)thiourea